[Pd](Cl)Cl.C(C)(C)P([C-]1C=CC=C1)C(C)C.[C-]1(C=CC=C1)P(C(C)C)C(C)C.[Fe+2] 1,1'-bis(diisopropylphosphino)ferrocene palladium dichloride